(5S)-3-[3-(3-chloro-2-fluoro-phenoxy)-6-methyl-pyridazin-4-yl]-5-[(2-chloro-4-methyl-phenyl)methyl]-5,6-dihydro-4H-1,2,4-oxadiazine ClC=1C(=C(OC=2N=NC(=CC2C2=NOC[C@@H](N2)CC2=C(C=C(C=C2)C)Cl)C)C=CC1)F